6-[4-(difluoromethoxy)phenyl]-N-[(2S)-3-hydroxy-3-methylbut-2-yl]-3-oxo-2-(pyridin-3-yl)-2,3-dihydropyridazine-4-carboxamide FC(OC1=CC=C(C=C1)C=1C=C(C(N(N1)C=1C=NC=CC1)=O)C(=O)N[C@@H](C)C(C)(C)O)F